FC1(CN(C1)C1=CC=CC(=N1)NC(C1=C(C=C(C=C1)NS(=O)(=O)[C@@H](CO)C)N1CCC2(CC2)CC1)=O)F (R)-N-(6-(3,3-Difluoroazetidin-1-yl)pyridin-2-yl)-4-((2-hydroxy-1-methylethyl)sulfonamido)-2-(6-azaspiro[2.5]octan-6-yl)benzamide